C(C)(C)(C)OC(=O)N1C(CC(C1)CO)C 4-(hydroxymethyl)-2-methylpyrrolidine-1-carboxylic acid tert-butyl ester